[Ca+2].C1(CC1)C1=NC2=CC=CC=C2C(=C1/C=C/[C@H](C[C@H](CC(=O)[O-])O)O)C1=CC=C(C=C1)F.C1(CC1)C1=NC2=CC=CC=C2C(=C1/C=C/[C@H](C[C@H](CC(=O)[O-])O)O)C1=CC=C(C=C1)F (+)-bis{(3R,5S,6E)-7-[2-cyclopropyl-4-(4-fluorophenyl)quinolin-3-yl]-3,5-dihydroxy-6-heptenoic acid} calcium salt